(5-(4-fluoro-6-thiomorpholino-1H-benzo[d]imidazol-2-yl)-1H-pyrrol-3-yl)(2-(trifluoromethyl)phenyl)methanone FC1=CC(=CC=2NC(=NC21)C2=CC(=CN2)C(=O)C2=C(C=CC=C2)C(F)(F)F)N2CCSCC2